N-(tert-butyl)-2-chloro-5-nitrobenzenesulfonamide C(C)(C)(C)NS(=O)(=O)C1=C(C=CC(=C1)[N+](=O)[O-])Cl